((1-(3-(benzyloxy)benzyl)cyclopropoxy)carbonyl)-L-leucine C(C1=CC=CC=C1)OC=1C=C(CC2(CC2)OC(=O)N[C@@H](CC(C)C)C(=O)O)C=CC1